OCCNC(=O)C1=CN=C2N1N=CC=C2 N-(2-Hydroxyethyl)imidazo[1,2-b]pyridazine-3-carboxamide